t-butyl (3R,5S)-5-carbamoyl-1'-methyl-3'-oxo-3',4'-dihydro-1'H-spiro[pyrrolidine-3,2'-quinoxaline]-1-carboxylate C(N)(=O)[C@@H]1C[C@@]2(N(C3=CC=CC=C3NC2=O)C)CN1C(=O)OC(C)(C)C